ClC=1C(=C2C=NNC2=C(C1F)C#CCOC)C=1N=CC=2N(C1)C=C(N2)NC(=O)C2C(C2)F N-(6-(5-chloro-6-fluoro-7-(3-methoxyprop-1-yn-1-yl)-1H-indazol-4-yl)imidazo[1,2-a]pyrazin-2-yl)-2-fluorocyclopropane-1-carboxamide